CC1=CC=C(C=C1)S(=O)(=O)O.F\C=C(\CN)/COC1=CC2=C(N=C(O2)N2CCOCC2)C=C1 (Z)-3-fluoro-2-(((2-morpholinobenzo[d]oxazol-6-yl)oxy)methyl)prop-2-en-1-amine 4-methylbenzenesulfonate